1,3-dioxoisoindolin-2-yl 2-(tetrahydrofuran-3-yl)acetate O1CC(CC1)CC(=O)ON1C(C2=CC=CC=C2C1=O)=O